C(C)NC1=CC(=C(C=C1)N)C(F)(F)F N1-ethyl-3-(trifluoromethyl)benzene-1,4-diamine